BrC1=C2C(NNC(C2=CC=C1)=O)=O 5-bromo-2,3-dihydrophthalazine-1,4-dione